C(C)(C)(C)OC(=O)N[C@@H]1CC[C@H](CC1)N1CC2=CC=C(C=C2C1)N1C(N=C(C=C1)NC(=O)N1CCN(CC1)C(C(C)(C)NC(OC(C)(C)C)=O)=O)=O tert-butyl (1-(4-((1-(2-((trans)-4-{{tert-butoxycarbonyl}amino}cyclohexyl)isoindolin-5-yl)-2-oxo-1,2-dihydropyrimidin-4-yl)carbamoyl)piperazin-1-yl)-2-methyl-1-oxopropan-2-yl)carbamate